(1S,2R)-1-[4-[4-(dimethoxymethyl)-1-piperidyl]phenyl]-2-tetralin-6-yl-tetralin-6-ol COC(C1CCN(CC1)C1=CC=C(C=C1)[C@@H]1[C@@H](CCC2=CC(=CC=C12)O)C=1C=C2CCCCC2=CC1)OC